2-(1-(6-(2,4-dioxo-1,2,3,4-tetrahydropyrimidin-5-yl)imidazo[1,2-b]pyridazin-8-yl)pyrrolidin-3-yl)acetic acid O=C1NC=C(C(N1)=O)C=1C=C(C=2N(N1)C=CN2)N2CC(CC2)CC(=O)O